ClC=1N=NC2=CC(=CC=C2C1)C1=C(C=CC(=N1)C#N)C=1C=NN(C1)CC(C)(C)C 6-(3-chlorocinnolin-7-yl)-5-[1-(2,2-dimethylpropyl)-1H-pyrazol-4-yl]pyridine-2-carbonitrile